Methyl 5-methylidene-2H,3H,4H,5H-thieno[3,4-b]oxepine-8-carboxylate C=C1C=2C(OCCC1)=C(SC2)C(=O)OC